4-(3-(Furan-2-ylmethyl)-2,4-dimethylazetidin-1-yl)-2-(trifluoromethyl)pyridine O1C(=CC=C1)CC1C(N(C1C)C1=CC(=NC=C1)C(F)(F)F)C